OCCC1COC1 3-Hydroxyethyl-oxetane